C(#N)C=1C2=C(N(N=C2C=C(C1)C1=NN(C=C1)C1OCCCC1)C)C1=CC(=C(C(=O)N[C@H]2C(C2)(F)F)C(=C1)OC)OC(F)F 4-[4-cyano-2-methyl-6-[1-(oxan-2-yl)pyrazol-3-yl]indazol-3-yl]-N-[(1R)-2,2-difluorocyclopropyl]-2-(difluoromethoxy)-6-methoxybenzamide